tert-butyl 4-amino-3-[[tert-butyl(dimethyl)silyl]oxymethyl]piperidine-1-carboxylate NC1C(CN(CC1)C(=O)OC(C)(C)C)CO[Si](C)(C)C(C)(C)C